2-(tert-butoxy)ethan-1-ol C(C)(C)(C)OCCO